C[N+]1(CCCCC1C(=O)[O-])C The molecule is an ammonium betaine that is pipecolic acid zwitterion with methyl groups substituted for the two hydrogens at the nitrogen. It is found in in fruits, seeds, and leaves of orange, lemon, and bergamot. It has a role as a plant metabolite.